CC1=C(C=CC=C1NC(=O)N(C)C)NC(=O)N(C)C (methyl-m-phenylene)bis(3,3'-dimethylurea)